CC=1C=C(C=CC1)C=1SC(=CC1)[N+](=O)[O-] 2-(3-methylphenyl)-5-nitrothiophene